tert-Butyl 2-cyclopropyl-2-methyl-3-oxo-propanoate C1(CC1)C(C(=O)OC(C)(C)C)(C=O)C